2-amino-3-O-[(R)-1-carboxyethyl]-2-deoxy-beta-D-glucopyranose N[C@H]1[C@H](O)O[C@@H]([C@H]([C@@H]1O[C@H](C)C(=O)O)O)CO